O1C(=C(C=C1)C(=O)O)C(=O)O.C(CCC)(N)N Butanediamine furandiformate